N-(5-bromo-1H-indol-3-yl)cyclopropanecarboxamide BrC=1C=C2C(=CNC2=CC1)NC(=O)C1CC1